N-(4-((4-ethylpiperazin-1-yl)methyl)-3-(tri-fluoromethyl)phenyl)-4-methyl-3-((6-(pyrimidin-5-ylamino)pyrimidin-4-yl)oxy)benzamide C(C)N1CCN(CC1)CC1=C(C=C(C=C1)NC(C1=CC(=C(C=C1)C)OC1=NC=NC(=C1)NC=1C=NC=NC1)=O)C(F)(F)F